1-(7,7-dimethylbicyclo[4.1.0]hept-3-en-3-yl)pent-4-en-1-one CC1(C2CC=C(CC12)C(CCC=C)=O)C